C1NCCC12CCN(CC2)C2=CC=CC(=N2)C2=NC1=CC(=NC=C1C=C2)CNC(C2=CN=CC(=C2)S(=O)(=O)C)=O N-((2-(6-(2,8-diazaspiro[4.5]decan-8-yl)pyridin-2-yl)-1,6-naphthyridin-7-yl)methyl)-5-(methylsulfonyl)nicotinamide